[Si](C)(C)(C(C)(C)C)O[C@H]1[C@@H](OC(=C1)CO)N1C(=O)N=C(NO)C=C1 2'-O-(tert-Butyldimethylsilyl)-3',4'-didehydro-3'-deoxy-4-N-hydroxycytidine